[Na].P(=O)(O)(O)O[C@H]1[C@@](O[C@@H]([C@H]1O)CO)(N1C(=O)N=C(N)C=C1)N1CCOCC1 phosphomorpholinyl-cytidine sodium